CC1=C(OC2=C1C=C(C=C2)S(N(CCC2=CC=CC=C2)CC2=C(C=CC=C2)N2CCN(CC2)C(N(C)C)=O)(=O)=O)C(=O)O 3-methyl-5-(N-(2-(4-(dimethylcarbamoyl)piperazin-1-yl)benzyl)-N-phenethylsulfamoyl)benzofuran-2-carboxylic acid